C(#N)C=1C(=C(C(=C(C1C=1C(=NC(=CC1)C1=CC=CC=C1)C1=CC=CC=C1)N1C2=CC=CC=C2C=2C=C(C=CC12)C#N)N1C2=CC=CC=C2C=2C=C(C=CC12)C#N)N1C2=CC=CC=C2C=2C=C(C=CC12)C#N)N1C2=CC=CC=C2C=2C=C(C=CC12)C#N 9,9',9'',9'''-(5-cyano-6-(2,6-diphenylpyridin-3-yl)benzene-1,2,3,4-tetrayl)tetrakis(9H-carbazole-3-carbonitrile)